CC1C=CC(C(=O)O)=CC=1 p-Toluic acid